C(#N)C1=CC(=C(OC=2N=NC(=C(C2C(=O)NC2=CC(=CC=C2)C(=O)N2CCNCC2)C)C(F)(F)F)C=C1)OC 3-(4-cyano-2-methoxy-phenoxy)-5-methyl-N-[3-(piperazine-1-carbonyl)phenyl]-6-(trifluoromethyl)pyridazine-4-carboxamide